[2-(hydroxymethyl)-3-(3-oxobutanoyloxy)-2-(3-oxobutanoyloxy) propyl] 3-oxobutanoate O=C(CC(=O)OCC(COC(CC(C)=O)=O)(OC(CC(C)=O)=O)CO)C